C1(CCCCC1)N1C[C@H]([C@@H](CC1)N1N=CC(=C1)[N+](=O)[O-])F |r| (±)-(Trans)-1-cyclohexyl-3-fluoro-4-(4-nitro-1H-pyrazol-1-yl)piperidine